OCCC(C(C(=O)O)SSC(C(=O)O)C(C(=O)O)(CCO)CCO)(C(=O)O)CCO.O=C1NC(CCC1N1C(C2=CC=C(C=C2C1=O)N1CCC(CC1)C#C)=O)=O 2-(2,6-dioxopiperidin-3-yl)-5-(4-ethynylpiperidin-1-yl)isoindoline-1,3-dione (±)-tetrakis(2-hydroxyethyl)2,2'-disulfanediyldisuccinate